ClC=1C=C(C(=NC1)OC=1C(=CC=2N(C1C)N=C(N2)C(=O)O)C)OCC(F)(F)F 6-((5-Chloro-3-(2,2,2-trifluoroethoxy)pyridin-2-yl)oxy)-5,7-dimethyl-[1,2,4]triazolo[1,5-a]pyridine-2-carboxylic acid